ClC=1N=C(C2=C(N1)C(=C(N=C2)C2=CC=CC1=CC=CC(=C21)F)F)N2C[C@H]1CC[C@@H](C2)N1C(=O)OC(C)(C)C tert-butyl (1R,5S)-3-(2-chloro-8-fluoro-7-(8-fluoronaphthalen-1-yl)pyrido[4,3-d]pyrimidin-4-yl)-3,8-diazabicyclo[3.2.1]octane-8-carboxylate